BrC1=CC(=C2C=C(N(C2=C1)CC1CC1)N)F 6-Bromo-1-(cyclopropylmethyl)-4-fluoro-1H-indol-2-amine